ClC1=C(OC=2C(N(C=CC2C=2C3=C(C(N(C2)C)=O)NC=C3)C)=O)C(=CC(=C1)F)Cl 4-(3-(2,6-dichloro-4-fluorophenoxy)-1-methyl-2-oxo-1,2-dihydropyridin-4-yl)-6-methyl-1,6-dihydro-7H-pyrrolo[2,3-c]pyridin-7-one